rac-4-((4bs,5r,6s,7ar)-6-((2-oxa-6-azaspiro[3.3]hept-6-yl)methyl)-4b,5-dihydroxy-4-methoxy-7-phenyl-4b,5,6,7-tetrahydro-7aH-cyclopenta[4,5]furo[2,3-c]pyridin-7a-yl)benzonitrile C1OCC12CN(C2)C[C@@H]2[C@@H]([C@]1([C@](C3=C(C=NC=C3OC)O1)([C@@H]2O)O)C2=CC=C(C#N)C=C2)C2=CC=CC=C2 |&1:9|